F[C@@H]1C[C@H](N(C1)C(=O)OC(C)(C)C)C(=O)OC (2S,4R)-1-tert-butyl 2-methyl 4-fluoropyrrolidine-1,2-dicarboxylate